C(C)(SCCN1N=CC(=C1)C(C)(C)NC(C1=CC(=CC(=C1)Cl)Cl)=O)=O S-2-(4-(2-(3,5-dichlorobenzamido)propan-2-yl)-1H-pyrazol-1-yl)ethyl ethanethioate